FC=1C=C(C2=CC=CC=C2C1)C#N 3-fluoro-1-naphthonitrile